Diethyl p-PhenyleneDiamine Sulphate S(=O)(=O)(O)O.C(C)NC1=CC=C(C=C1)NCC